2-(4-oxa-7-azaspiro[2.5]octan-7-yl)-N-((2-(trifluoromethyl)pyridin-3-yl)methyl)pyrido[2,3-d]pyrimidin-4-amine C1CC12OCCN(C2)C=2N=C(C1=C(N2)N=CC=C1)NCC=1C(=NC=CC1)C(F)(F)F